C(C)(=O)N1[C@@](C(C2=CC=CC=C12)=C)(C(=O)NC(C)(C)C)C1=NC=CC=C1 |r| (±)-1-acetyl-N-t-butyl-3-methylene-2-(pyridin-2-yl)indoline-2-carboxamide